NC(C=1N=C2N(N=C(C=C2)CC2(C(NCC(C2)(F)F)=O)C(=O)OC)C1)C1CC(CCC1)(F)F methyl 3-((2-(amino(3,3-difluorocyclohexyl)methyl)imidazo[1,2-b]pyridazin-6-yl)methyl)-5,5-difluoro-2-oxopiperidine-3-carboxylate